FC1=CC=C(CN2C=3N(C4=CC=CC=C4C2=O)C(=NN3)CN3CCOCC3)C=C1 4-(4-fluorobenzyl)-1-(morpholinomethyl)-[1,2,4]triazolo[4,3-a]quinazolin-5(4H)-one